C(C)[C@H]1N2C(COC1)=NC1=C2C=C(C=C1F)C1=NC(=NC=C1F)NC1=NC=C(C=C1)CN1CCN(CC1)CC (R)-4-(4-ethyl-9-fluoro-3,4-dihydro-1H-benzo[4,5]imidazo[2,1-c][1,4]oxazin-7-yl)-N-(5-((4-ethylpiperazin-1-yl)methyl)pyridin-2-yl)-5-fluoropyrimidin-2-amine